C[C@H]1O[C@H](CC(C1)N1CCC2(CCNCC2)CC1)C 9-((2R,6S)-2,6-dimethyltetrahydro-2H-pyran-4-yl)-3,9-diazaspiro[5.5]undecane